(R)-N-(3,4-difluoro-2-methoxyphenyl)-3,3,3-trifluoro-2-hydroxy-2-methylpropanamide FC=1C(=C(C=CC1F)NC([C@@](C(F)(F)F)(C)O)=O)OC